C[Si](/N=C(\C)/O[Si](C)(C)C)(C)C trimethylsilyl (1E)-N-trimethylsilylethanimidate